methyl 8-((5-bromo-2,3-dihydro-1H-inden-1-yl) amino)-8-oxooctanoate BrC=1C=C2CCC(C2=CC1)NC(CCCCCCC(=O)OC)=O